Methyl 3-((2-methoxyethyl)amino)-4-nitrobenzoate COCCNC=1C=C(C(=O)OC)C=CC1[N+](=O)[O-]